bromofluoromethyl-trimethylsilane BrC[Si](C)(C)CF